BrC=1C(=C(C(=CC1)F)S(=O)(=O)NC(C)(C)C)CBr 3-bromo-2-(bromomethyl)-6-fluoro-N-(2-methylprop-2-yl)benzenesulfonamide